(1,2-ethanediyl)bis-aspartic acid iron (III) disodium salt [Na+].[Na+].[Fe+3].C(CN[C@@H](CC(=O)[O-])C(=O)[O-])N[C@@H](CC(=O)[O-])C(=O)[O-]